(S)-1-(4-(2-(2-hydroxy-3-morpholinopropoxy)-7-(3-hydroxynaphthalen-1-yl)-5,6,7,8-tetrahydropyrido[3,4-d]pyrimidin-4-yl)piperazin-1-yl)prop-2-en-1-one O[C@H](COC=1N=C(C2=C(N1)CN(CC2)C2=CC(=CC1=CC=CC=C21)O)N2CCN(CC2)C(C=C)=O)CN2CCOCC2